CNC(CN1CCN(CC1)C(=O)C=1OC2=C(C1)C=CC=C2C2=C1CNC(C1=CC=C2)=O)=O N-methyl-2-(4-(7-(1-oxoisoindolin-4-yl)benzofuran-2-carbonyl)piperazin-1-yl)acetamide